C[NH+](C)[O-] Dimethylamine N-oxide